C(C)N(C(C1=C(C=CC(=C1)F)OC1=C(N=CN=N1)N1CC2(CN(C2)C(CCNCCOC)C(C)C)CC1)=O)C(C)C N-ethyl-5-fluoro-N-isopropyl-2-((5-(2-(1-((2-methoxyethyl)amino)-4-methylpent-3-yl)-2,6-diazaspiro[3.4]oct-6-yl)-1,2,4-triazin-6-yl)oxy)benzamide